4-[3-(2-hydroxyethyl)-4,4-dimethyl-5-oxo-2-sulfanylideneimidazolidin-1-yl]-2-(trifluoromethyl)benzonitrile OCCN1C(N(C(C1(C)C)=O)C1=CC(=C(C#N)C=C1)C(F)(F)F)=S